C(C)C=1C(NC=2C=C(C=NC2C1)CN1CCN(CC1)C=1C=CC(=NC1C)C(=O)NC([2H])([2H])[2H])=O 5-(4-((7-ethyl-6-oxo-5H-1,5-naphthyridin-3-yl)methyl)piperazin-1-yl)-6-methyl-N-(methyl-d3)pyridine-2-carboxamide